Methyl-2-(2-(2-(3-(((tert-butoxycarbonyl)amino)methyl)phenyl)thiazole-4-carboxamido)acrylamido)acrylate COC(C(=C)NC(C(=C)NC(=O)C=1N=C(SC1)C1=CC(=CC=C1)CNC(=O)OC(C)(C)C)=O)=O